ClC=1N=C(C=2C(N1)=CN(N2)C)N2CCOC1=C(C2)C=CC(=C1)C=1N(C=C(N1)C(F)(F)F)C(C)C 4-(5-chloro-2-methyl-2H-pyrazolo[4,3-d]pyrimidin-7-yl)-8-(1-isopropyl-4-(trifluoromethyl)-1H-imidazol-2-yl)-2,3,4,5-tetrahydrobenzo[f][1,4]oxazepin